[(4S)-7-chloro-6-(2,6-difluorophenyl)-4-methyl-8-(trifluoromethyl)-4H-[1,2,4]triazolo[1,5-a][1,4]benzodiazepin-2-yl]-(1,1-dioxo-1,4-thiazinan-4-yl)methanone ClC1=C(C=CC2=C1C(=N[C@H](C=1N2N=C(N1)C(=O)N1CCS(CC1)(=O)=O)C)C1=C(C=CC=C1F)F)C(F)(F)F